(E)-2-(4-trifluoromethoxyphenyl)-2-(4,4-bis(4-methoxyphenyl)-1,3-butadienyl)-1,3-dithiane FC(OC1=CC=C(C=C1)C1(SCCCS1)\C=C\C=C(C1=CC=C(C=C1)OC)C1=CC=C(C=C1)OC)(F)F